6-Chloro-2-{4-[4-(3-methoxypropyl)piperazin-1-yl]phenyl}-N-(1-methylpiperidin-4-yl)-3H-imidazo[4,5-b]pyridin-7-amine ClC=1C(=C2C(=NC1)NC(=N2)C2=CC=C(C=C2)N2CCN(CC2)CCCOC)NC2CCN(CC2)C